5-Amino-3-[2,3-difluoro-4-(4,4,5,5-tetramethyl-1,3,2-dioxaborolan-2-yl)phenyl]-1-isopropyl-pyrazole-4-carbonitrile NC1=C(C(=NN1C(C)C)C1=C(C(=C(C=C1)B1OC(C(O1)(C)C)(C)C)F)F)C#N